(6-bromo-2-nitrophenyl)ethane-1-sulfonyl chloride BrC1=CC=CC(=C1CCS(=O)(=O)Cl)[N+](=O)[O-]